N1CC[C@@H](CCC1)NC=1C2=C(N=CN1)NC=C2 (R)-N-(azepan-4-yl)-7H-pyrrolo[2,3-d]pyrimidin-4-amine